CC1=C(C=NN1CC(F)(F)F)C=O (5-methyl-1-(2,2,2-trifluoroethyl)-1H-pyrazol-4-yl)methanone